FC1=C2C3=C(NC2=C(C=C1F)NC)N=CC(=C3N3CC1(CC3)OCCN(C1)C)C=1C=C3C(C(=CN(C3=NC1)C)C(=O)O)=O 6-[5,6-difluoro-8-(methylamino)-4-(9-methyl-6-oxa-2,9-diazaspiro[4.5]decan-2-yl)-9H-pyrido[2,3-b]indol-3-yl]-1-methyl-4-oxo-1,8-naphthyridine-3-carboxylic acid